ClC1=NC=C(C(=N1)N(N)C)C(=O)NC1=C(C=C(S1)C(=O)OC)C methyl 5-(2-chloro-4-(1-methylhydrazinyl)pyrimidine-5-carboxamido)-4-methylthiophene-2-carboxylate